NC(C(CCC(=O)OC)N1C(C2=CC=CC(=C2C1)OCC1=NN(C(=C1)CN1CCOCC1)C)=O)=O methyl 5-amino-4-(4-((1-methyl-5-(morpholinomethyl)-1H-pyrazol-3-yl)methoxy)-1-oxoisoindolin-2-yl)-5-oxopentanoate